Dimethyl 4,4'-(ethane-1,2-diyl)dibenzoate C(CC1=CC=C(C(=O)OC)C=C1)C1=CC=C(C(=O)OC)C=C1